FC1(C=CC=C2N(N(N(C21F)F)F)F)F hexafluoroBenzotriazole